1-(2-pyridyl)-8-chloro-6-fluoro-1,4-dihydro-7-(cyclopropyl-(methyl)amino)-4-oxo-3-quinolinecarboxylic acid N1=C(C=CC=C1)N1C=C(C(C2=CC(=C(C(=C12)Cl)N(C)C1CC1)F)=O)C(=O)O